9-[4-(cyclopropanecarbonyl)piperazin-1-yl]-4-[[(2S)-1,4-dioxan-2-yl]methoxy]-1-methyl-6,7-dihydrobenzo[a]quinolizin-2-one C1(CC1)C(=O)N1CCN(CC1)C1=CC2=C(C3=C(C(C=C(N3CC2)OC[C@H]2OCCOC2)=O)C)C=C1